C(#N)C(CCC(=O)O)(C)C(=S)C1=CC=CC=C1 4-cyano-4-(phenylcarbothioyl)pentanoic acid